CC1=CC=C(C=C1)S(=O)(=O)OC1C[C@H]2C([C@H]2C1)(F)F (1R,3s,5S)-6,6-difluorobicyclo[3.1.0]hexan-3-yl 4-methylbenzenesulfonate